C(CCC)N(CCO)CCCCCCCC 2-(butyloctylamino)ethanol